1-(2,2-dimethylbenzo[d][1,3]dioxol-5-yl)-2-((triisopropylsilyl)ethynyl)-1H-benzo[d]imidazole CC1(OC2=C(O1)C=CC(=C2)N2C(=NC1=C2C=CC=C1)C#C[Si](C(C)C)(C(C)C)C(C)C)C